NC[C@H](O)C1=CC=C(C=C1)[N+](=O)[O-] (R)-2-amino-1-(4-nitrophenyl)ethan-1-ol